4-ethyl-2,6-dihydroxyphenyl hydrogen sulfate S(=O)(=O)(OC1=C(C=C(C=C1O)CC)O)O